8-(hydroxymethyl)-6-methoxy-7-phenyl-1H-phenalen-1-one OCC=1C(=C2C(=CC=C3C=CC(C(C1)=C32)=O)OC)C3=CC=CC=C3